OC[C@@H](C(=O)OC1CC2CCC(C1)N2C)C2=CC=CC=C2 8-methyl-8-azabicyclo[3.2.1]octan-3-yl (S)-3-hydroxy-2-phenylpropanoate